2-((7-bromo-4-oxo-3,4-dihydro-phthalazin-1-yl)methyl)isoindole-1,3-dione BrC1=CC=C2C(NN=C(C2=C1)CN1C(C2=CC=CC=C2C1=O)=O)=O